N-(4-(6-methoxy-7-(3-(3-methyl-3,6-diazabicyclo[3.1.1]heptan-6-yl)propoxy)quinazoline-4-yl)phenyl)-2-(4-(trifluoromethyl)phenyl)acetamide COC=1C=C2C(=NC=NC2=CC1OCCCN1C2CN(CC1C2)C)C2=CC=C(C=C2)NC(CC2=CC=C(C=C2)C(F)(F)F)=O